rac-(4s,6s)-1,6-dimethyl-4-phenyl-4,5,6,7-tetrahydroindazole CN1N=CC=2[C@@H](C[C@@H](CC12)C)C1=CC=CC=C1 |r|